CC=1N=C(SC1CC(=O)O)NC1=CC=NC=C1 2-(4-methyl-2-(pyridin-4-ylamino)thiazol-5-yl)acetic acid